(R)-2-METHYLBUT-3-ENE-1-SULFONAMIDE C[C@@H](CS(=O)(=O)N)C=C